O1CCC(CC1)C(=O)N1CCCCC12C(C2)CNC(=O)C2=CC=1C=NC=CC1N2 N-[[8-(tetrahydropyran-4-carbonyl)-8-azaspiro[2.5]octan-2-yl]methyl]-1H-pyrrolo[3,2-c]pyridine-2-carboxamide